4-(5-chloroquinolin-2-yl)benzamide ClC1=C2C=CC(=NC2=CC=C1)C1=CC=C(C(=O)N)C=C1